FC12CCC(CC1)(C2)C(=O)N2[C@@H]1CC[C@H]2C=2C=NC=C(C2OC1)C#N (3R,6S)-11-(4-Fluorobicyclo[2.2.1]heptane-1-carbonyl)-3,4,5,6-tetrahydro-2H-3,6-epiminooxocino[3,2-c]pyridine-10-carbonitrile